COC(=O)C1=CN(C(=C1C)C1=C(C=CC=C1)C(F)(F)F)CCO (S)-1-(2-hydroxyethyl)-4-methyl-5-(2-(trifluoromethyl)phenyl)-1H-pyrrole-3-carboxylic acid methyl ester